2-(methylthio)thieno[2,3-d]pyrimidine-6-carboxylic acid CSC=1N=CC2=C(N1)SC(=C2)C(=O)O